C(C)(C)C1=C(NC2=CC=C(C=C12)C=1N=CC(=NC1)N)C1=CC(=NC=C1)C 5-(3-isopropyl-2-(2-methylpyridin-4-yl)-1H-indol-5-yl)pyrazin-2-amine